N2-[1,4-Dioxo-4-[[4-(4-oxo-8-phenyl-4H-1-benzopyran-2-yl)morpholinium-4-yl]methoxy]butyl]-L-arginylglycyl-L-α-aspartyl-L-serin O=C(CCC(OC[N+]1(CCOCC1)C=1OC2=C(C(C1)=O)C=CC=C2C2=CC=CC=C2)=O)N[C@@H](CCCNC(N)=N)C(=O)NCC(=O)N[C@@H](CC(O)=O)C(=O)N[C@@H](CO)C(=O)O